1-[5-(5-fluoro-2-methoxypyridin-4-yl)-1H-pyrazole-3-carbonyl]-N-(oxazolidin-2-yl)piperidine-4-carboxamide FC=1C(=CC(=NC1)OC)C1=CC(=NN1)C(=O)N1CCC(CC1)C(=O)NC1OCCN1